rac-Methyl 2-(4-((2H-tetrazol-2-yl)methyl)phenyl)-2-(3,3-difluorocyclopentyl)acetate rac-Methyl-2-(4-((1H-tetrazol-1-yl)methyl)phenyl)-2-(3-oxocyclopentyl)acetate COC(C(C1CC(CC1)=O)C1=CC=C(C=C1)CN1N=NN=C1)=O.N=1N(N=NC1)CC1=CC=C(C=C1)C(C(=O)OC)C1CC(CC1)(F)F